COC=1C=C(CN(C=2SC=C(N2)COCCOCCC2=CC(=CC=C2)OC)CC2=CC(=CC=C2)OC)C=CC1 N,N-bis(3-methoxybenzyl)-4-((2-(3-methoxybenzyl-methoxy)ethoxy)methyl)thiazol-2-amine